potassium glutamate diacetate C(CN([C@@H](CCC(=O)[O-])C(=O)[O-])CC(=O)[O-])(=O)[O-].[K+].[K+].[K+].[K+]